C(C1CO1)OCCCCOC(C(=C)C)=O.C(C=C)(=O)OCCCCOCC1CO1 4-glycidyloxybutyl acrylate 4-glycidyloxybutyl-methacrylate